5-((1RS,3SR)-5'-Bromo-4'-chloro-1',2'-dihydrospiro[cyclopentane-1,3'-pyrrolo[2,3-b]pyridin]-3-yl)-3-methyl-1,2,4-oxadiazole BrC=1C(=C2C(=NC1)NC[C@]21C[C@H](CC1)C1=NC(=NO1)C)Cl |r|